C(C)(C)(C)C=1C=C(N(N1)C)C(C=1C=C(C#N)C=CC1Cl)O 3-[(5-tert-butyl-2-methylpyrazol-3-yl)-hydroxymethyl]-4-chlorobenzonitrile